C(C)(C)(C)C=1C=C(C=C(C1O)C(C)(C)C)CCC(=O)O.CCCCCCCCCCCCCCCCCC n-octadecane 3-(3,5-ditert-butyl-4-hydroxyphenyl)propionate